fluoro-5-(((3S)-2-fluoro-3-hydroxy-1-oxo-7-(trifluoromethylthio)-2,3-dihydro-1H-inden-4-yl)oxy)benzonitrile FC1=C(C#N)C=C(C=C1)OC1=C2[C@@H](C(C(C2=C(C=C1)SC(F)(F)F)=O)F)O